3-ethyl-5-((1-methylpiperidin-4-yl)oxy)-2-(2-methylpyridin-4-yl)-1H-indole C(C)C1=C(NC2=CC=C(C=C12)OC1CCN(CC1)C)C1=CC(=NC=C1)C